3-[(2-ethyl-3-fluorophenyl)amino]-2-(3-{[2-methyl-1-(prop-2-enoyl)azetidin-2-yl]methoxy}pyridin-4-yl)-1H,5H,6H,7H-pyrrolo[3,2-c]pyridin-4-one C(C)C1=C(C=CC=C1F)NC1=C(NC2=C1C(NCC2)=O)C2=C(C=NC=C2)OCC2(N(CC2)C(C=C)=O)C